1-isopropyl-2-oxo-1,2-dihydropyridine-4-sulfonyl chloride C(C)(C)N1C(C=C(C=C1)S(=O)(=O)Cl)=O